C(#N)C(CN1C(C2=CC=CC(=C2C1)C=1C=CC=2N(C1)C(N(N2)C(=O)OC(C)(C)C)=O)=O)=C tert-butyl 6-[2-(2-cyanoallyl)-1-oxo-isoindolin-4-yl]-3-oxo-[1,2,4]triazolo[4,3-a]pyridine-2-carboxylate